(6-(2-chloro-5-fluorophenyl)-2-ethyl-6-hydroxy-8-oxo-2,6,7,8-tetrahydropyrrolo[3,4-g]indazol-5-yl)-3-fluoro-5-(trifluoromethyl)benzamide ClC1=C(C=C(C=C1)F)C1(NC(C2=C1C(=CC1=CN(N=C21)CC)C2=C(C(=O)N)C=C(C=C2F)C(F)(F)F)=O)O